(S)-2-((5-bromopyrimidin-2-yl)amino)-4-((2-(3,5-difluorophenoxy)ethyl)(4-(5,6,7,8-tetrahydro-1,8-naphthyridin-2-yl)butyl)amino)butanoic acid BrC=1C=NC(=NC1)N[C@H](C(=O)O)CCN(CCCCC1=NC=2NCCCC2C=C1)CCOC1=CC(=CC(=C1)F)F